(2S)-N-[(1-aminoisoquinolin-6-yl)methyl]-3-(3,4-difluorophenyl)-2-{2-[(2R,6S)-2,6-dimethylpiperidin-1-yl]acetamido}propanamide NC1=NC=CC2=CC(=CC=C12)CNC([C@H](CC1=CC(=C(C=C1)F)F)NC(CN1[C@@H](CCC[C@@H]1C)C)=O)=O